C(C)(C)OB1OC(C(O1)(C)C)(C)C 2-isopropoxy-4,4,5,5-tetrakisMethyl-1,3,2-dioxaborolan